di(2-butynyl) oxalate C(C(=O)OCC#CC)(=O)OCC#CC